(RS)-3-Allyl-2-methyl-4-oxocyclopent-2-enyl (1R,3R)-2,2-dimethyl-3-(2-methylprop-1-enyl)-cyclopropanecarboxylate CC1([C@@H]([C@H]1C=C(C)C)C(=O)O[C@H]1C(=C(C(C1)=O)CC=C)C)C |&1:11|